(3Z)-6-hydroxy-3-hexenylnonanyloxymethyl ether OC(CCC(CCOCOCOCCC(CCC(CCC)O)C=CCCCC)C=CCCCC)CCC